CC1(NC(N(C1=O)C1=NC=CC(=C1)OC1=CC(=C(C#N)C=C1)C(C)C)=O)C 4-[[2-(4,4-dimethyl-2,5-dioxo-imidazolidin-1-yl)-4-pyridyl]oxy]-2-isopropyl-benzonitrile